4,4-Dimethyl-2-[[4-[5-(trifluoromethyl)-1,2,4-oxadiazol-3-yl]phenyl]methyl]isoxazolidin-3-on CC1(C(N(OC1)CC1=CC=C(C=C1)C1=NOC(=N1)C(F)(F)F)=O)C